C(C)(C)(C)OC(NC[C@@H]1O[C@@H](CC1)C(=O)N1[C@H](C2=CC=CC=C2CC1)C1=CC=C(C=C1)F)=O (((2R,5S)-5-((S)-1-(4-fluorophenyl)-1,2,3,4-tetrahydroisoquinoline-2-carbonyl)tetrahydrofuran-2-yl)methyl)carbamic acid tert-butyl ester